5-Guanidino-2-[3-(triethoxysilyl)propyl]-2H-tetrazol N(C(=N)N)C=1N=NN(N1)CCC[Si](OCC)(OCC)OCC